FC(C1=CC(=NC=C1)C1=NC=CC(=C1)C(F)(F)F)(F)F 4,4'-bis(trifluoromethyl)-2,2'-bipyridyl